N-methyl-N,1-di-p-tolyl-1H-1,2,4-triazole-3-carboxamide CN(C(=O)C1=NN(C=N1)C1=CC=C(C=C1)C)C1=CC=C(C=C1)C